NC[C@H](O)C(=O)O L-Isoserine